4-Phenyldibenzothiophene-6-boronic acid C1(=CC=CC=C1)C1=CC=CC2=C1SC1=C2C=CC=C1B(O)O